COC=1C(=CC2=C(N=C(N=C2N[C@H](C)C2=C(C(=CC=C2)C(F)(F)F)C)C)N1)N1CCN(CC1)C1CCOCC1 (R)-7-methoxy-2-methyl-N-(1-(2-methyl-3-(trifluoromethyl)phenyl)ethyl)-6-(4-(tetrahydro-2H-pyran-4-yl)piperazin-1-yl)pyrido[2,3-d]pyrimidin-4-amine